ICC(=O)NC1=C(C=C(C=C1)C(F)(F)F)C 2-iodo-N-(2-methyl-4-trifluoromethylphenyl)acetamide